N-(3-(pyridin-4-yl)propyl)pyrrolidin-3-amine N1=CC=C(C=C1)CCCNC1CNCC1